COC(=O)C=1SC(=C(C1)Br)C(F)(F)F 4-bromo-5-(trifluoromethyl)thiophene-2-carboxylic acid methyl ester